(S)-2-(2-(1H-indol-3-yl)acetamido)-N,2-bis(4-methoxyphenyl)acetamide N1C=C(C2=CC=CC=C12)CC(=O)N[C@H](C(=O)NC1=CC=C(C=C1)OC)C1=CC=C(C=C1)OC